O=C1NC(CCC1N1C(C2=CC=C(C=C2C1)N1CCN(CC1)CCCCC(=O)O)=O)=O 5-(4-(2-(2,6-dioxopiperidin-3-yl)-1-oxoisoindolin-5-yl)piperazin-1-yl)pentanoic acid